C(C)NC(NC1=CC(=NO1)CN1CCN(CC1)C=1C=CC(=NC1F)C(=O)NC)=O 5-(4-((5-(3-ethylureido)isoxazol-3-yl)methyl)piperazin-1-yl)-6-fluoro-N-methylpicolinamide